1-(4-((3-isopropylpyridin-2-yl)amino)piperidin-1-yl)ethan-1-one C(C)(C)C=1C(=NC=CC1)NC1CCN(CC1)C(C)=O